ethyl 3-bromo-1-methyl-4-(trifluoromethyl)-1H-pyrazole-5-carboxylate BrC1=NN(C(=C1C(F)(F)F)C(=O)OCC)C